C(C)(C)(C)OC(C(CC1=CC=C(C=C1)C1=NC(=NC=C1)NC(=O)OC(C)(C)C)(C)C)=O (4-(2-((tert-Butoxycarbonyl)amino)pyrimidin-4-yl)phenyl)-2,2-dimethylpropionic acid tert-butyl ester